tert-butyl 2-(1-(4-((2,6-dioxopiperidin-3-yl)amino)-2-fluorophenyl)-4-hydroxyazepan-4-yl)acetate O=C1NC(CCC1NC1=CC(=C(C=C1)N1CCC(CCC1)(O)CC(=O)OC(C)(C)C)F)=O